Ethyl 3-(4-cyanobenzoyl)-6,8-dimethylindolizine-1-carboxylate C(#N)C1=CC=C(C(=O)C2=CC(=C3C(=CC(=CN23)C)C)C(=O)OCC)C=C1